4-(3-(2,6-dimethylbenzyloxy)phenyl)-4-oxobutanoic acid CC1=C(COC=2C=C(C=CC2)C(CCC(=O)O)=O)C(=CC=C1)C